3-((4-cyano-3-fluorophenoxy)methyl)-3-(hydroxymethyl)azetidine-1-carboxylic acid tert-butyl ester C(C)(C)(C)OC(=O)N1CC(C1)(CO)COC1=CC(=C(C=C1)C#N)F